C(C)C=1C(NC=2C=C(C=NC2C1)CN1CCN(CC1)C=1C=NC=CC1)=O 3-{4-[(7-ethyl-6-oxo-5H-1,5-naphthyridin-3-yl)methyl]Piperazin-1-yl}pyridin